CC(CCCCCCCCCC)CCCC(CCCC(CCCC(CCCCCCCCCCCC)C)C)C 11,15,19,23-Tetramethylpentatriacontane